2,5-diamino-4-hydroxy-5-oxopentanoic acid NC(C(=O)O)CC(C(=O)N)O